FC1=C(C(=C(C=C1)[N+](=O)[O-])F)C 1,3-difluoro-2-methyl-4-nitro-benzene